COC(C(CC1=CC=CC=C1)=NC(CCC(=O)O)=O)=O (S)-4-((1-methoxy-1-oxo-3-phenylpropyl-2-yl)amino)-4-oxo-butyric acid